FC=1C=C(N)C=C(C1)C=1C=CC=2N(N1)C(=CN2)C2=CC=NC=C2 3-fluoro-5-(3-(pyridin-4-yl)imidazo[1,2-b]pyridazin-6-yl)aniline